C(C)(C)(C)[S@@](=O)N[C@@H]1C2=C(N=CS2)CC12CCN(CC2)C(=O)OC(C)(C)C tert-butyl (6S)-6-[[(R)-tert-butylsulfinyl]amino]spiro[4,6-dihydrocyclopenta[d]thiazole-5,4'-piperidine]-1'-carboxylate